CN(C1CCC(CC1)CN1N=CC=2C1=NC(=NC2)NC2=CC=C(C=C2)S(=O)(=O)C)C 1-(((1s,4s)-4-(dimethylamino)cyclohexyl)methyl)-N-(4-(methylsulfonyl)phenyl)-1H-pyrazolo[3,4-d]pyrimidin-6-amine